C(C)NC(C)=CC(C)=NCCC N-ethyl-4-(propylimino)-2-penten-2-amine